4-chloro-5-[4-(2-ethyl-3-fluorophenoxy)-5H,6H,7H,8H-pyrido[3,4-d]pyrimidin-7-yl]-2-(oxan-2-yl)-2,3-dihydropyridazin-3-one ClC=1C(N(N=CC1N1CC=2N=CN=C(C2CC1)OC1=C(C(=CC=C1)F)CC)C1OCCCC1)=O